NCC(=O)OC1=C(C=CC=C1)Cl o-chlorophenyl glycinate